N-(2-(6-fluoronaphthalen-1-yl)ethyl)-N-methylpropan-2-amine FC=1C=C2C=CC=C(C2=CC1)CCN(C(C)C)C